Tert-butyl 4-(4-(5-chloro-2-(ethoxycarbonyl)-4-fluorobenzofuran-7-yl)phenyl)piperazine-1-carboxylate ClC=1C=C(C2=C(C=C(O2)C(=O)OCC)C1F)C1=CC=C(C=C1)N1CCN(CC1)C(=O)OC(C)(C)C